4-((5-(quinolin-6-yl)pyrrolo[2,1-f][1,2,4]triazin-2-yl)amino)cyclohexan-1-ol N1=CC=CC2=CC(=CC=C12)C=1C=CN2N=C(N=CC21)NC2CCC(CC2)O